ClC=1C(=NC(=NC1)N[C@H]1CN(CC1)C(=O)C1=CC=C(C=C1)NC(C=C)=O)OC([2H])([2H])[2H] (R)-N-(4-(3-((5-chloro-4-(methoxy-d3)pyrimidin-2-yl)amino)pyrrolidine-1-carbonyl)phenyl)acrylamide